S(=O)(=O)([O-])[O-].N(C1=CC(=CC=C1)C)[N+]#N.N(C1=CC(=CC=C1)C)[N+]#N m-toluidinediazonium sulfate